COC=1C=C(C[N+]#[C-])C=C(C1OC)OC 3,4,5-TRIMETHOXYBENZYLISOCYANIDE